Cl.N[C@H]1C[C@H](C1)O cis-3-aminocyclobutan-1-ol hydrogen chloride